C(CCC)S(=O)CSC1=C(C(=CC(=N1)C=1C=NC=CC1)C(F)(F)F)C#N 6-(((butylsulfinyl)methyl)thio)-4-(trifluoromethyl)-[2,3'-bipyridine]-5-carbonitrile